N-(4-nitrophenyl)acrylamide C=CC(=O)NC1=CC=C(C=C1)[N+](=O)[O-]